2-(4'-methylphenyl)-1,4-phenylene ether CC1=CC=C(C=C1)C1=C2C=CC(=C1)O2